2-(2,6-dioxo-3-piperidyl)-5-[3-[2-(2-hydroxyethoxy)ethoxy]propyl]isoindoline-1,3-dione O=C1NC(CCC1N1C(C2=CC=C(C=C2C1=O)CCCOCCOCCO)=O)=O